[Si](C)(C)(C(C)(C)C)C#CC1=CC(=C(C=N1)C1=C(C2=C(N=CN=C2N)N1C)C1=CC[C@H](CC1)C(=O)N1CCCC1)C 6-{6-[2-(tert-butyldimethylsilyl)ethynyl]-4-methylpyridin-3-yl}-7-methyl-5-[(4S)-4-(pyrrolidine-1-carbonyl)cyclohex-1-en-1-yl]-7H-pyrrolo[2,3-d]pyrimidin-4-amine